C(C1=CC=CC=C1)(=O)NC1=NC(NC=C1)=O N-benzoylcytosine